methyl 5-(3-(4,4-difluorocyclohexyl)-2-oxo-7-(trifluoromethyl) indolin-3-yl)-2-hydroxybenzoate FC1(CCC(CC1)C1(C(NC2=C(C=CC=C12)C(F)(F)F)=O)C=1C=CC(=C(C(=O)OC)C1)O)F